ClC1=C(C=CC=C1OC)C1=NOC(=C1C1=NC=CC=N1)C=1C=NN(C1C(F)(F)F)C[C@@H](C)O (2R)-1-{4-[3-(2-chloro-3-methoxyphenyl)-4-(pyrimidin-2-yl)-1,2-oxazol-5-yl]-5-(trifluoromethyl)-1H-pyrazol-1-yl}propan-2-ol